4-{2-{[4-(2-methoxyphenyl)thiazol-2-yl]oxy}ethyl}morpholine COC1=C(C=CC=C1)C=1N=C(SC1)OCCN1CCOCC1